O=C1NC(=CC=C1C(=O)NC(C1=CC=C(C=C1)C(=C)C)C1=CC=CC=C1)C(F)(F)F 2-oxo-N-(phenyl(4-(prop-1-en-2-yl)phenyl)methyl)-6-(trifluoromethyl)-1,2-dihydropyridine-3-carboxamide